(Aminobutyl)phosphonic acid NCCCCP(O)(O)=O